(R)-4-(2-cyclopropyl-benzyl)-2-(2,2-difluoro-propyl)-6-[1-(2-fluoro-6-methyl-phenyl)-piperidin-4-yl]-7-methyl-2,4,6,7-tetrahydro-pyrazolo[4,3-d]pyrimidin-5-one C1(CC1)C1=C(CN2C(N([C@@H](C=3C2=CN(N3)CC(C)(F)F)C)C3CCN(CC3)C3=C(C=CC=C3C)F)=O)C=CC=C1